ClC1=CC=2C(C=3N=C(N=C(C3C2C=C1)O)C(F)(F)F)=O 7-chloro-4-hydroxy-2-(trifluoromethyl)-9H-indeno[2,1-d]Pyrimidin-9-one